6-chloro-1-(3,5-dimethoxyphenyl)-3-methyl-2,4(1H,3H)-pyrimidinedione ClC1=CC(N(C(N1C1=CC(=CC(=C1)OC)OC)=O)C)=O